methylenediphenyl sulfone C1C2=C(C=CC=C2)S(=O)(=O)C2=C1C=CC=C2